3-(5-(4-((1-(4-((1R,2S)-6-hydroxy-2-phenyl-1,2,3,4-tetrahydronaphthalen-1-yl)-phenyl)piperidin-4-yl)methyl)piperazin-1-yl)-1-oxoisoindolin-2-yl)piperidine-2,6-dione OC=1C=C2CC[C@@H]([C@@H](C2=CC1)C1=CC=C(C=C1)N1CCC(CC1)CN1CCN(CC1)C=1C=C2CN(C(C2=CC1)=O)C1C(NC(CC1)=O)=O)C1=CC=CC=C1